ClC1=C(C=CC=C1)[C@@H](C)OC(=O)NC1=C(N=NN1C)C1=CC=C(C=C1)NC(=O)[C@H]1C([C@@H]1C(=O)O)(F)F (1S,3S)-3-((4-(5-((((R)-1-(2-chlorophenyl)ethoxy)carbonyl)amino)-1-methyl-1H-1,2,3-triazol-4-yl)phenyl)carbamoyl)-2,2-difluorocyclopropane-1-carboxylic acid